C1(CCC1)C=1C(=NN(C1NC(C[C@H]1C(C(C1)(F)F)(F)F)=O)C)CC(C)(C)C (R)-N-(4-cyclobutyl-1-methyl-3-neopentyl-1H-pyrazol-5-yl)-2-(2,2,3,3-tetrafluorocyclobutyl)-acetamide